5-chloro-3-((2,4-dichloro-phenylimino)meth-yl)-2-hydroxyphenyl isobutyrate C(C(C)C)(=O)OC1=C(C(=CC(=C1)Cl)C=NC1=C(C=C(C=C1)Cl)Cl)O